ClC1=CC=C(C2=C1C=CO2)C(O)([2H])[2H] (4-chlorobenzofuran-7-yl)methane-d2-ol